5-(2-(trans-3-(3-Cyclopropyl-4-(quinoxalin-2-yl)-1H-pyrazol-1-yl)cyclobutyl)ethyl)-2-(2,6-dioxopiperidin-3-yl)isoindoline-1,3-dione C1(CC1)C1=NN(C=C1C1=NC2=CC=CC=C2N=C1)[C@@H]1C[C@H](C1)CCC=1C=C2C(N(C(C2=CC1)=O)C1C(NC(CC1)=O)=O)=O